FC1(CN(CC1(F)F)CCCCC(=O)O)F 5-(3,3,4,4-tetrafluoropyrrolidin-1-yl)pentanoic acid